(6R)-6-benzyloxy-17-(tert-butoxycarbonylamino)-6,15-bis(trifluoromethyl)-19-oxa-3,4,13,18-tetrazatricyclo[12.3.1.12,5]nonadeca-1(17),2,4,9,14(18),15-hexaene-12-carboxylic acid C(C1=CC=CC=C1)O[C@]1(C2=NN=C(C3=C(C=C(C(NC(CC=CCC1)C(=O)O)=N3)C(F)(F)F)NC(=O)OC(C)(C)C)O2)C(F)(F)F